OCCS(=O)(=O)N 2-hydroxy-1-ethanesulfonamide